NC1=C(C(N(C2=CC(=CC=C12)NCC(F)(F)F)C1=CC=C(C=C1)N)=O)C(=O)O 4-Amino-1-(4-aminophenyl)-7-((2,2,2-trifluoroethyl)amino)-2-oxo-1,2-dihydroquinoline-3-carboxylic acid